(tetrahydro-2H-pyran-4-yl)methyl 6-(4-fluorobenzyl)-2,6-diazaspiro[3.3]heptane-2-carboxylate FC1=CC=C(CN2CC3(CN(C3)C(=O)OCC3CCOCC3)C2)C=C1